COC([C@@H](NCC1=CC=2N=CN=C(C2N=C1)N1CCC2=C(C=CC=C12)C1=CC=CC=C1)C)=O ((4-(4-phenylindolin-1-yl)pyrido[3,2-d]pyrimidin-7-yl)methyl)alanine methyl ester